5-bromo-2-(diethoxymethyl)pyridine BrC=1C=CC(=NC1)C(OCC)OCC